4-(6-(ethyl-(isopropyl)amino)-4-isopropylpyridinylamino)-2-methylbenzoic acid C(C)N(C1=CC(=CC(=N1)NC1=CC(=C(C(=O)O)C=C1)C)C(C)C)C(C)C